COC1=CC=C(C=C1)C(N1CN=C2C=CC(=CC2=C1)F)C1=CC=C(C=C1)OC 3-(bis(4-methoxyphenyl)methyl)-6-fluoroquinazolin